(S)-6-(1-amino-1,3-dihydrospiro[indene-2,4'-piperidine]-1'-yl)-3-(6-fluoro-7,7-dimethyl-7,8-dihydroquinolin-5-yl)-1,5-dihydro-4H-pyrazolo[3,4-d]pyrimidin-4-one N[C@@H]1C2=CC=CC=C2CC12CCN(CC2)C=2NC(C1=C(N2)NN=C1C=1C=2C=CC=NC2CC(C1F)(C)C)=O